OC(COC(NS(=O)(=O)C=1SC(=C(C1C1=CC=C(C=C1)CN1C(=NC=C1)C(F)(F)F)C)CC(C)C)=O)(C)C (5-isobutyl-4-methyl-3-(4-((2-(trifluoromethyl)-1H-imidazol-1-yl)methyl)phenyl)thiophen-2-yl)sulfonylcarbamic acid-2-hydroxy-2-methylpropyl ester